C(CC)[S+]1CCCC1 1-propyl-tetrahydrothiophenium